(1R,5S,6s)-6-((5-(2-(ethyl(isopropyl)carbamoyl)-4-fluorophenoxy)pyrimidine-4-yl)amino)-3-azabicyclo[3.1.0]hexane-3-carboxylic acid tert-butyl ester C(C)(C)(C)OC(=O)N1C[C@@H]2C([C@@H]2C1)NC1=NC=NC=C1OC1=C(C=C(C=C1)F)C(N(C(C)C)CC)=O